C1(=CC=CC=C1)C#CC1=C2C=CC=CC2=C(C2=CC3=CC=CC=C3C=C12)C#CC1=CC=CC=C1 ls-5,12-Bis(phenylethynyl)tetracene